COC(CN(S(=O)(=O)F)C)(C1=CC=C(C=C1)C)C1=CC=CC=C1 (2-methoxy-2-phenyl-2-(p-tolyl)ethyl)(methyl)sulfamoyl fluoride